C1=CC=CC=2OC3=CC=CC=C3C3(C12)OCC1=C3C=CC(=C1)C(=O)N 3H-spiro[[2]benzofuran-1,9'-xanthene]-5-carboxamide